ClC=1C(=NC(=NC1)NC1=CC=C(C=C1)N1CCN(CC1)C)C1=CN=C(S1)N1C=C(C=CC=C1)O 1-(5-(5-chloro-2-((4-(4-methylpiperazin-1-yl)phenyl)amino)pyrimidin-4-yl)thiazol-2-yl)azepin-3-ol